C(C)(C)OC([C@H](C)N)=O (S)-isopropyl-2-amino-propanoate